6-(1H-indazol-6-yl)-N-(4-N-morpholinylphenyl)imidazo[1,2-a]pyrazin-8-amine N1N=CC2=CC=C(C=C12)C=1N=C(C=2N(C1)C=CN2)NC2=C(C=CC=C2)N2CCOCC2